C(C)OC=1C=C2C(=NC(=NC2=CC1)C1=CC(=CC=C1)OCCN1C(COCC1)C)NC1=CC=C(C(=O)N)C=C1 4-((6-Ethoxy-2-(3-(2-(3-methylmorpholino)ethoxy)phenyl)quinazolin-4-yl)amino)benzamide